4,7-dibromo-1-methyl-1H-indazole BrC1=C2C=NN(C2=C(C=C1)Br)C